C(C1=CC=CC=C1)OC[C@H](CF)NC(OC(C)(C)C)=O tert-Butyl N-[(1R)-1-(benzyloxymethyl)-2-fluoro-ethyl]carbamate